3-(2,7-dichloro-8-fluoro-5-isopropoxy-pyrido[4,3-d]pyrimidin-4-yl)-3,8-diazabicyclo[3.2.1]octane-8-carboxylic acid tert-butyl ester C(C)(C)(C)OC(=O)N1C2CN(CC1CC2)C=2C1=C(N=C(N2)Cl)C(=C(N=C1OC(C)C)Cl)F